C(C)(C)(C)OC(=O)N1[C@@H](CCC1)C1=C2CC(N(CC2=CC(=C1)Cl)CC)=O (S)-2-(7-chloro-2-ethyl-3-oxo-1,2,3,4-tetrahydroisoquinolin-5-yl)pyrrolidine-1-carboxylic acid tert-Butyl ester